tert-Butyl 4-((2-(3-((tert-butoxycarbonyl)amino)-4-(methoxycarbonyl)phenyl)-4-ethoxypiperidin-1-yl)methyl)-5-methoxy-7-methyl-1H-indole-1-carboxylate C(C)(C)(C)OC(=O)NC=1C=C(C=CC1C(=O)OC)C1N(CCC(C1)OCC)CC1=C2C=CN(C2=C(C=C1OC)C)C(=O)OC(C)(C)C